FCCOCCOC1=CC=C(C(=O)NC2=CC=C(C=C2)N2CCN(CC2)C2=NC=CC=C2)C=C1 4-(2-(2-fluoroethoxy)ethoxy)-N-(4-(4-(pyridin-2-yl)piperazin-1-yl)phenyl)benzamide